5-(2-acryloyl-2,6-diazaspiro[3.4]octan-6-yl)-2-(benzyloxy)-3-(5-methyl-1H-indazol-4-yl)isonicotinonitrile C(C=C)(=O)N1CC2(C1)CN(CC2)C2=CN=C(C(=C2C#N)C2=C1C=NNC1=CC=C2C)OCC2=CC=CC=C2